(7S)-16-[(1R)-1-aminoethyl]-14-fluoro-5-oxa-2,10,18-triazatetracyclo[8.8.0.02,7.012,17]octadeca-1(18),12(17),13,15-tetraen-11-one N[C@H](C)C1=CC(=CC=2C(N3CC[C@H]4COCCN4C3=NC12)=O)F